2-(4-chloro-2-fluorophenyl)-4-methyl-3-(pyridin-4-yl)-6,7-dihydropyrazolo[1,5-a]pyrazin ClC1=CC(=C(C=C1)C1=NN2C(C(=NCC2)C)=C1C1=CC=NC=C1)F